FC1=C2C3=C(NC2=C(C=C1F)NC)N=CC(=C3N3CCC(CC3)N3CCCC3)C=3C=C1C(C(=CN(C1=NC3)C)C(=O)O)=O 6-[5,6-difluoro-8-(methylamino)-4-(4-pyrrolidin-1-yl-1-piperidinyl)-9H-pyrido[2,3-b]indol-3-yl]-1-methyl-4-oxo-1,8-naphthyridine-3-carboxylic acid